NC1=CC=CC(=N1)S(=O)(=O)NC(=O)C=1C(=NC(=CC1)C=1N(N=CC1)C(C)C)N1C(CC(C1)C)(C)C N-[(6-Amino-2-pyridyl)sulfonyl]-6-(2-isopropylpyrazol-3-yl)-2-(2,2,4-trimethylpyrrolidin-1-yl)pyridin-3-carboxamid